tert-butyl-(2R,4S)-4-({2-cyano-6-[(1S)-1-[(2S)-4,4-difluoro-1-methylpyrrolidin-2-yl]ethoxy]pyrimidin-4-yl}oxy)-2-(cyanomethyl)piperidine-1-carboxylate C(C)(C)(C)OC(=O)N1[C@@H](C[C@H](CC1)OC1=NC(=NC(=C1)O[C@@H](C)[C@H]1N(CC(C1)(F)F)C)C#N)CC#N